7-(3-(((tert-butoxycarbonyl)amino)methyl)phenyl)-5-formylbenzofuran-4-yl trifluoromethanesulfonate FC(S(=O)(=O)OC1=C(C=C(C2=C1C=CO2)C2=CC(=CC=C2)CNC(=O)OC(C)(C)C)C=O)(F)F